IC1=CC(=C(C(=O)O)C=C1)NS(=O)(=O)C 4-iodo-2-(methylsulfonamido)benzoic Acid